FC1=CC(=C(C=C1C=1C=NC(=NC1)N1CCOCC1)NC(=O)C1=CNC(C=C1C(F)(F)F)=O)N1C[C@@H](CC1)N(C)CC |r| N-[4-fluoro-5-(2-morpholin-4-ylpyrimidin-5-yl)-2-[rac-(3R)-3-[ethyl(methyl)amino]pyrrolidin-1-yl]phenyl]-6-oxo-4-(trifluoromethyl)-1H-pyridine-3-carboxamide